3-(Difluoromethyl)-8-(2-triisopropylsilylethynyl)naphthalen-1-ol FC(C=1C=C(C2=C(C=CC=C2C1)C#C[Si](C(C)C)(C(C)C)C(C)C)O)F